4-(2-chlorophenyl)-5-(6-methoxypyridin-3-yl)-2-methyl-oxazole ClC1=C(C=CC=C1)C=1N=C(OC1C=1C=NC(=CC1)OC)C